1-benzyl-6-chloroquinolin-4(1H)-one C(C1=CC=CC=C1)N1C=CC(C2=CC(=CC=C12)Cl)=O